COC(=O)C1CN(C1)CC1=CC=C(C=C1)C1=CN=C([Se]1)C1=CC(=C(C=C1)OC(C)C)C(F)(F)F 1-(4-(2-(4-isopropoxy-3-(trifluoromethyl)phenyl)-1,3-selenazol-5-yl)benzyl)azetidine-3-carboxylic acid methyl ester